4-(3-Chloro-2-fluoro-6-methoxyphenyl)-N-(7-(2-methoxyethoxy)benzo[d]thiazol-2-yl)-6-methylnicotinamide ClC=1C(=C(C(=CC1)OC)C1=CC(=NC=C1C(=O)NC=1SC2=C(N1)C=CC=C2OCCOC)C)F